N-ethyl-5-(4-((3-ethyl-5-fluoro-2,4-dioxo-1,2,3,4-tetrahydroquinazolin-7-yl)methyl)piperazin-1-yl)-6-methylpicolinamide C(C)NC(C1=NC(=C(C=C1)N1CCN(CC1)CC1=CC(=C2C(N(C(NC2=C1)=O)CC)=O)F)C)=O